C1=C(C=CC2=CC=CC=C12)C1=NC(=NC(=N1)C1=CC=CC=C1)C1=C(C=CC=C1)C1=C2C=3C=CC(=CC3C3(C2=CC=C1)CCCCC3)C=3C=NC=CC3 2-(naphthalen-2-yl)-4-phenyl-6-(2-(2'-(pyridin-3-yl)spiro[cyclohexane-1,9'-fluoren]-5'-yl)phenyl)-1,3,5-triazine